2,4,4-trimethyl-2-hydroxypentyl dichloroacetate ClC(C(=O)OCC(CC(C)(C)C)(O)C)Cl